CC1=C(OC2=CC(=NC=C2)N)C=CC(=C1)[N+](=O)[O-] 4-(2-methyl-4-nitrophenoxy)-2-aminopyridine